CN1C(C(=C(C2=CC(=C(C=C12)O[C@H]1COCC1)C)N1CCC(CC1)C1=NC(=NO1)C1=C(C=CC=C1)C)C(=O)N)=O 1,6-dimethyl-4-{4-[3-(2-methylphenyl)-1,2,4-oxadiazol-5-yl]piperidin-1-yl}-2-oxo-7-{[(3R)-oxolane-3-yl]oxy}-1,2-dihydroquinoline-3-carboxamide